2,7-Dibromospiro[fluorene-9,2-tetrahydropyran] BrC1=CC2=C(C=C1)C1=CC=C(C=C1C21OCCCC1)Br